CC1=CC(=CS1)C1=NN2C(=NC=3C=CC=CC3C2=N1)N[C@@H](C(=O)N)CC (2R)-2-{[2-(5-methylthiophen-3-yl)[1,2,4]triazolo[1,5-c]quinazolin-5-yl]amino}butanamide